(R)-N-(2-(4-Cyanothiazolidin-3-yl)-2-oxoethyl)-6-(ethoxymethyl)-quinoline-4-carboxamide C(#N)[C@H]1N(CSC1)C(CNC(=O)C1=CC=NC2=CC=C(C=C12)COCC)=O